C1=CN(C(=O)NC1=O)[C@H]2[C@@H]([C@@H]([C@H](O2)COP(=O)([O-])[O-])O)O.[Na+].[Na+] uridylic acid sodium salt